2-[(2's,4r)-2'-fluoro-1-oxo-6-(trifluoromethyl)spiro[3H-isoquinolin-4,1'-cyclopropan]-2-yl]acetic acid methyl ester COC(CN1C(C2=CC=C(C=C2[C@@]2([C@H](C2)F)C1)C(F)(F)F)=O)=O